Allyl-Indole C(C=C)C=1NC2=CC=CC=C2C1